FCCCN1CC(C1)OC1=CC=C(C=C1)I 1-(3-fluoropropyl)-3-(4-iodophenoxy)azetidine